(benzoyloxy)methyl 4-((6,7-dichloro-1,2,3,4-tetrahydronaphthalen-2-yl)oxy)-1H-1,2,3-triazole-5-carboxylate ClC=1C=C2CCC(CC2=CC1Cl)OC=1N=NNC1C(=O)OCOC(C1=CC=CC=C1)=O